BrC=1N=C(N2C1C(=NC=C2)Cl)[C@H]2C[C@](CC2)(C(=O)OC)C (1S,3R)-methyl 3-(1-bromo-8-chloroimidazo[1,5-a]pyrazin-3-yl)-1-methylcyclopentanecarboxylate